2-chloro-N-(5-chloro-2-(3-(trifluoromethyl)morpholino)pyridin-4-yl)acetamide ClCC(=O)NC1=CC(=NC=C1Cl)N1C(COCC1)C(F)(F)F